7-[6-(4,4-difluoropiperidine-1-carbonyl)-1-naphthyl]-2-(methoxymethyl)-[1,2,4]triazolo[4,3-a]pyridin-3-one FC1(CCN(CC1)C(=O)C=1C=C2C=CC=C(C2=CC1)C1=CC=2N(C=C1)C(N(N2)COC)=O)F